C(C)OC1=C(C(=O)NC(C)C2=CC(=CC=C2)C=2SC=CN2)C=C(C=N1)N 2-ethoxy-5-amino-N-(1-(3-(thiazol-2-yl)phenyl)ethyl)nicotinamide